O=C(CCCCCCNC(OC(C)(C)C)=O)NCC=1C=CC=2N(C3=CC=CC=C3OC2C1)CCCNS(=O)(=O)C1=CC=C(C=C1)OC(F)(F)F tert-Butyl (7-oxo-7-(((10-(3-((4-(trifluoromethoxy)phenyl)sulfonamido)propyl)-10H-phenoxazin-3-yl)methyl)amino)heptyl)carbamate